The molecule is a tetracosapentaenoate that is the conjugate base of (6Z,9Z,12Z,15Z,18Z)-tetracosapentaenoic acid, obtained by deprotonation of the carboxy group; major species at pH 7.3. It is a conjugate base of a (6Z,9Z,12Z,15Z,18Z)-tetracosapentaenoic acid. CCCCC/C=C\\C/C=C\\C/C=C\\C/C=C\\C/C=C\\CCCCC(=O)[O-]